CC1(C=2C=CC=C3CNCCC(C32)CC1)C 7,7-Dimethyl-1,2,3,4,4a,5,6,7-octahydronaphtho[1,8-cd]azepin